5-(7-Azaspiro[3.5]nonan-2-ylmethylamino)-2-(2,6-dioxo-3-piperidyl)isoindoline-1,3-dione C1C(CC12CCNCC2)CNC=2C=C1C(N(C(C1=CC2)=O)C2C(NC(CC2)=O)=O)=O